ClC=1C=CC=2N=CN=C(C2N1)NC1=C(C(=C(C=C1)OCC1CC1)Cl)F 6-chloro-N-[3-chloro-4-(cyclopropylmethoxy)-2-fluoro-phenyl]pyrido[3,2-d]pyrimidin-4-amine